CC=1C=NC=C(C(=O)N)C1 r-5-methyl-nicotinamide